C1(=CC=CC=C1)C1=NC=2N(C(=C1)NCC=1C=NC=CC1)N=CC2CO (5-phenyl-7-(pyridin-3-ylmethylamino)pyrazolo[1,5-a]pyrimidin-3-yl)methanol